(7-(2-(4-(6-fluorobenzothiophen-4-yl)piperazin-1-yl)ethyl)-2-oxo-3,4-dihydroquinoline-1(2H)-yl)4,4,4-trifluorobutyric acid methyl ester COC(C(CC(F)(F)F)N1C(CCC2=CC=C(C=C12)CCN1CCN(CC1)C1=CC(=CC2=C1C=CS2)F)=O)=O